4-Hydroxy-5-methyl-3-furanon OC=1C(COC1C)=O